N1(CCOCC1)CCCS(=O)(=O)O 3-(morpholinyl)propanesulfonic acid